C(C=C)(=O)OCCC[Si](OC)(OC)C γ-Acryloxypropylmethyldimethoxysilane